methyl (R)-2-(3-((6-(((S)-1-(4-(tert-butyl)phenyl)ethyl)carbamoyl)-1-isopropyl-2-methyl-1H-indol-3-yl)methyl)-5-chlorophenoxy)propanoate C(C)(C)(C)C1=CC=C(C=C1)[C@H](C)NC(=O)C1=CC=C2C(=C(N(C2=C1)C(C)C)C)CC=1C=C(O[C@@H](C(=O)OC)C)C=C(C1)Cl